(R)-3-(4-amino-6-isopropylpyrido[3,4-d]pyrimidin-8-yl)-2,4-dimethylphenol NC=1C2=C(N=CN1)C(=NC(=C2)C(C)C)C=2C(=C(C=CC2C)O)C